1-(bromomethyl)-3,5-dimethylbenzene BrCC1=CC(=CC(=C1)C)C